5-bromo-2,4-difluorobenzene-1-sulfonyl chloride BrC=1C(=CC(=C(C1)S(=O)(=O)Cl)F)F